3-[3,5-bis(trifluoromethyl)-pyridin-2-yl]-8-dimethylamino-8-phenyl-1,3-diazaspiro[4.5]decan-2-one FC(C=1C(=NC=C(C1)C(F)(F)F)N1C(NC2(C1)CCC(CC2)(C2=CC=CC=C2)N(C)C)=O)(F)F